rac-6-(4-(1,3-dimethyl-1H-pyrazol-4-yl)benzyl)-2-(trans-2-hydroxycyclopentyl)-5-methylisoindolin-1-one CN1N=C(C(=C1)C1=CC=C(CC2=C(C=C3CN(C(C3=C2)=O)[C@H]2[C@@H](CCC2)O)C)C=C1)C |r|